C1(=CC=CC2=CC=CC=C12)N(C1=CC=CC=C1)C1=CC=C(C=C1)C1=CC=C(C=C1)N(C1=CC=CC2=CC=CC=C12)C1=CC=CC=C1 bis[N-(1-naphthyl)-N-phenyl-amino]biphenyl